COC1=CC=C(C(C2=CC=C(C=C2)OC)(C2=CC=CC=C2)OC[C@@H]2[C@H]([C@]([C@@H](O2)N2C=NC=3C(=O)NC(N)=NC23)(O)OC)O)C=C1 5'-O-(4,4'-dimethoxytrityl)-2'-methoxy-guanosine